C1(=CC(=CC=C1)C1=NC(=NC=C1Cl)N[C@@H]1C[C@H](CCC1)NC(C)=O)C1=CC=CC=C1 trans-N-(3-((4-([1,1'-biphenyl]-3-yl)-5-chloropyrimidin-2-yl)amino)cyclohexyl)acetamide